(1aR,5aR)-2-(5-Trifluoromethyl-pyrazin-2-yl)-1a,2,5,5a-tetrahydro-1H-2,3-diaza-cyclopropa[a]pentalene-4-carboxylic acid ((S)-1-hydroxymethyl-2-methyl-propyl)-amide OC[C@H](C(C)C)NC(=O)C=1C=2C[C@@H]3[C@H](C2N(N1)C1=NC=C(N=C1)C(F)(F)F)C3